1-[[4-[5-(Trifluoromethyl)-1,2,4-oxadiazol-3-yl]phenyl]methyl]pyrazol-4-carboxamid FC(C1=NC(=NO1)C1=CC=C(C=C1)CN1N=CC(=C1)C(=O)N)(F)F